O1CCP(CC1)=O 1,4-oxaphosphinane 4-oxide